tert-butyl 4-(6-(pyrimidin-5-yl)pyrazolo[1,5-a]pyridin-3-yl)piperazine-1-carboxylate N1=CN=CC(=C1)C=1C=CC=2N(C1)N=CC2N2CCN(CC2)C(=O)OC(C)(C)C